4-iodo-1-((2-(trimethylsilyl)ethoxy)methyl)-1H-pyrazole IC=1C=NN(C1)COCC[Si](C)(C)C